C12COCC(COC1)N2 (1s,5s)-3,7-dioxa-9-azabicyclo[3.3.1]nonane